C(CCCCCCCCCCC\C=C/CCCCCCCC)OCC(COCCCCCCCC)N(C)C 1-[(13Z)-docos-13-en-1-yloxy]-N,N-dimethyl-3-(octyl-oxy)propan-2-amine